COC1=C(C=CC=C1[N+](=O)[O-])C1=NN(C=N1)CC(=O)[O-] 2-(3-(2-Methoxy-3-nitrophenyl)-1H-1,2,4-triazol-1-yl)acetate